2-(((3,3-dibutyl-7-methoxy-1,1-dioxido-5-phenyl-2,3,4,5-tetrahydro-1,5-benzothiazepin-8-yl)methyl)thio)-2-methylpropanoic acid C(CCC)C1(CS(C2=C(N(C1)C1=CC=CC=C1)C=C(C(=C2)CSC(C(=O)O)(C)C)OC)(=O)=O)CCCC